3-(bromomethyl)-6-chloro-2-fluoropyridine BrCC=1C(=NC(=CC1)Cl)F